N-(2-aminoethyl)-N-ethyl-glycine NCCN(CC(=O)O)CC